propylene tetra-fumarate C(\C=C\C(=O)O)(=O)O.C(\C=C\C(=O)O)(=O)O.C(\C=C\C(=O)O)(=O)O.C(\C=C\C(=O)O)(=O)O.C=CC